C(C=C)OC(=O)O[C@@H](C(=O)OC)C methyl (R)-2-(((allyloxy)carbonyl)oxy)propanoate